COC1NC(CCC1N1NCCC1)B1OC(C(O1)(C)C)(C)C 2-methoxy-3-(pyrazolidin-1-yl)-6-(4,4,5,5-tetramethyl-1,3,2-dioxaborolan-2-yl)piperidine